2,4-bis([1,1'-biphenyl]-4-yl)-6-chloro-1,3,5-triazine C1(=CC=C(C=C1)C1=NC(=NC(=N1)C1=CC=C(C=C1)C1=CC=CC=C1)Cl)C1=CC=CC=C1